COC1=NC(=NC=C1)C=O 4-METHOXY-2-PYRIMIDINECARBOXALDEHYDE